N-vinyl-6-ethyl-2-piperidone C(=C)N1C(CCCC1CC)=O